Cl.N[C@H](C(=O)N[C@H](C(=O)OCC)CC1=CC=C(C=C1)F)CC1=CC(=CC(=C1)SCCCl)SCCCl Ethyl (2S)-2-[[(2S)-2-amino-3-[3,5-bis(2-chloroethylsulfanyl)phenyl]propanoyl]amino]-3-(4-fluorophenyl)propanoate hydrochloride